((3R,5R)-3-Amino-5-fluoropiperidin-1-yl)(2-(1-(cyclopropylmethyl)-7-(1-(tetrahydro-2H-pyran-2-carbonyl)azetidin-3-yl)-1H-indol-2-yl)-3-methylpyrazolo[1,5-a]pyridin-6-yl)methanone N[C@H]1CN(C[C@@H](C1)F)C(=O)C=1C=CC=2N(C1)N=C(C2C)C=2N(C1=C(C=CC=C1C2)C2CN(C2)C(=O)C2OCCCC2)CC2CC2